2-({3-[2-(4-chlorophenyl)ethyl]-1,2,4-oxadiazol-5-yl}methyl)-5-(2-hydroxyethoxy)-4-methyl-2,3-dihydropyridazin-3-one ClC1=CC=C(C=C1)CCC1=NOC(=N1)CN1N=CC(=C(C1=O)C)OCCO